2-(4-chloro-3-(5-(8-chloro-1,2,3,4-tetrahydronaphthalen-2-yl)-4,5,6,7-tetrahydro-3H-imidazo[4,5-c]pyridin-2-yl)phenoxy)ethan-1-ol ClC1=C(C=C(OCCO)C=C1)C1=NC2=C(CN(CC2)C2CC3=C(C=CC=C3CC2)Cl)N1